C(C)(=O)C1=NN(C2=C(C=C(C=C12)C=1C=NC(=NC1)C)C)CC(=O)N1[C@@H]2C[C@@]2(C[C@H]1C(=O)NC1=NC(=CC=C1C)Br)CC#N (1R,3S,5R)-2-(2-(3-acetyl-7-methyl-5-(2-methylpyrimidin-5-yl)-1H-indazol-1-yl)acetyl)-N-(6-bromo-3-methylpyridin-2-yl)-5-(cyanomethyl)-2-azabicyclo[3.1.0]hexane-3-carboxamide